FC(OC1=CC(=C(C=C1)C1(CC1)C(=O)NC1CN(CCC(C1)C)C1=NN=NN1)F)F 1-(4-(difluoromethoxy)-2-fluorophenyl)-N-(5-methyl-1-(1H-tetrazol-5-yl)azepan-3-yl)cyclopropane-1-carboxamide